ClC=1N=C2C(=NC1Cl)NC(=N2)C2=CC(=CC=C2)C(F)(F)F 5,6-dichloro-2-[3-(trifluoromethyl)phenyl]-1H-imidazo[4,5-b]pyrazine